CC1(OB(OC1(C)C)CCC[C@]12[C@H](CN([C@@H]1C(=O)OC)C(=O)OC(C)(C)C)OCC2)C 5-(tert-butyl) 4-methyl (3aR,4S,6aR)-3a-(3-(4,4,5,5-tetramethyl-1,3,2-dioxaborolan-2-yl)propyl)hexahydro-5H-furo[2,3-c]pyrrole-4,5-dicarboxylate